CC1=NN=C(N=N1)C1=CC=C(C=C1)CC(=O)NCCOCCOCCOCCOCCC(=O)ON1C(CCC1=O)=O 2,5-dioxopyrrolidin-1-yl 1-{2-[4-(6-methyl-1,2,4,5-tetrazin-3-yl)phenyl]acetamido}-3,6,9,12-tetraoxapentadecan-15-oate